O[C@H]1C(N(CC1)C1C(CN(CC1)C(=O)OC(C)(C)C)C(=O)OCC)=O 1-(tert-butyl) 3-ethyl 4-((R)-3-hydroxy-2-oxopyrrolidin-1-yl)piperidine-1,3-dicarboxylate